2-(8-bromodibenzothiophen-1-yl)-4,6-diphenyl-[1,3,5]triazine BrC=1C=CC2=C(C3=C(S2)C=CC=C3C3=NC(=NC(=N3)C3=CC=CC=C3)C3=CC=CC=C3)C1